N-(4,4-Difluorocyclohexyl)-4-(1-{[8-(2,2-dimethyl-propyl)-7-oxo-pyrido[2,3-d]pyrimidin-2-yl]amino}ethyl)-2-fluorobenzamid FC1(CCC(CC1)NC(C1=C(C=C(C=C1)C(C)NC=1N=CC2=C(N1)N(C(C=C2)=O)CC(C)(C)C)F)=O)F